C(C)(C)(C)OC(=O)N1CCC(=CC1)C1=CC=2N(C=C1)C=CN2 (4-{imidazo[1,2-a]pyridin-7-yl}-3,6-dihydro-2H-pyridin-1-yl)carboxylic acid tert-butyl ester